FC1=C(C=CC2=C1CO[C@@H]1[C@H]2NCCC1)OC |r| rac-(4aS,10bS)-7-fluoro-8-methoxy-2,3,4,4a,6,10b-hexahydro-1H-isochromeno[4,3-b]pyridine